2,3,4,5-tetrahydro-6H-pyrido[1',2':1,2]pyrimido[5,4-f][1,4]oxazepin-6-one O1CCNCC2=C1N=C1N(C2=O)C=CC=C1